N[C@@]1(C[C@@H](CCC1)C(F)(F)F)COC1=C(C#N)C(=CC(=C1)C1=CN=C2N1C=CC=C2)SC 2-(((1s,3r)-1-amino-3-(trifluoromethyl)cyclohexyl)methoxy)-4-(imidazo[1,2-a]pyridin-3-yl)-6-(methylthio)benzonitrile